The molecule is a butan-4-olide having a 1-[(methylsulfonyl)oxy]ethyl group at the 3-position and two methyl substituents at the 5-position. It is a butan-4-olide and a methanesulfonate ester. CC(C1CC(OC1=O)(C)C)OS(=O)(=O)C